BrC=1C=C(C=C(C1)Cl)[C@@H]1N(CC[C@@](C1)(C)O)C(=O)OC(C)(C)C |r| racemic-tert-butyl (2R,4R)-2-(3-bromo-5-chlorophenyl)-4-hydroxy-4-methylpiperidine-1-carboxylate